N(=[N+]=[N-])[C@@]1(C[C@@H](O[C@@H]1CO)N1C(=O)N=C(N)C=C1)O 3'-azido-deoxycytidine